C(C)C1(OC2=CC=C(C=C2C(C1)=O)C=1SC(=NN1)C1=C(C=CC=C1)OC)CC 2,2-diethyl-6-(5-(2-methoxyphenyl)-1,3,4-thiadiazol-2-yl)chroman-4-one